ClC1=C(C=CC(=C1)C)C(CNC(=O)C1=C(C=NC2=CC=CC=C12)SC1=C(C(=CC=C1)C1CC1)F)(F)F N-[2-(2-chloro-4-methylphenyl)-2,2-difluoroethyl]-3-[(3-cyclopropyl-2-fluorophenyl)sulfanyl]quinoline-4-carboxamide